carbonyl-1,4-phenylendiamin C(=O)=NC1=CC=C(C=C1)N